2,2'-azobis(2-methylpropane) dihydrochloride Cl.Cl.N(=NC(C)(C)C)C(C)(C)C